1-isopropyl-2,4-dioxo-3-(pyrimidin-2-yl)-1,2,3,4-tetrahydropyrimidine-5-carboxamide C(C)(C)N1C(N(C(C(=C1)C(=O)N)=O)C1=NC=CC=N1)=O